N6-threonyl-carbamoyl-adenine N[C@@H]([C@H](O)C)C(=O)NC1=C2NC=NC2=NC(=N1)C(N)=O